OC1(COC1)C1=CC=C(C=N1)C1=CC=C(CC2=CC=C(C=C2)N2N=C(C=C2C)C(=O)N)C=C1 1-(4-(4-(6-(3-hydroxyoxetan-3-yl)pyridin-3-yl)benzyl)phenyl)-5-methyl-1H-pyrazole-3-carboxamide